NC1=NC(=C(C=C1C(=O)C12CC(C1)(C2)C(F)(F)F)Br)C (2-amino-5-bromo-6-methyl-pyridin-3-yl)(3-(trifluoromethyl)-bicyclo[1.1.1]pentan-1-yl)methanone